((4r,5s,7r,8r,9s,10r)-8,10-dihydroxy-7-(hydroxymethyl)-9-(4-(3,4,5-trifluorophenyl)-1H-1,2,3-triazol-1-yl)-1,6-dioxaspiro[4.5]dec-4-yl)-3'-fluoro-[1,1'-biphenyl]-3-carboxamide O[C@H]1[C@H](O[C@@]2([C@H](CCO2)C2=C(C=CC=C2C(=O)N)C2=CC(=CC=C2)F)[C@@H]([C@H]1N1N=NC(=C1)C1=CC(=C(C(=C1)F)F)F)O)CO